benzyl-N,N-diethyl-dithiocarbamic acid C(C1=CC=CC=C1)SC(N(CC)CC)=S